O[C@H](C(=O)OC)[C@@H](CC1=CC=CC=C1)N1C(=NC2=C1C=CC(=C2)C(NC)=O)C=2C=CC=C1C=CC=NC21 methyl (2s,3r)-2-hydroxy-3-(5-(methylcarbamoyl)-2-(quinolin-8-yl)-1H-benzo[d]Imidazol-1-yl)-4-phenylbutyrate